FC=1C=C(C=CC1N1N=CC=2C1=NC=NC2O)N2C(CCC2)=O 1-[3-fluoro-4-(4-hydroxypyrazolo[3,4-d]pyrimidin-1-yl)phenyl]pyrrolidin-2-one